OC1=C(C(=O)O)C=C(C=C1)S(=O)(=O)O.C1(CC1)N1C=C(C(C2=CC(=C(C(=C12)F)C=1C=C2CCN(C2=CC1)CC=1C(=NC(=NC1)N)N)F)=O)C(=O)OCC Ethyl 1-cyclopropyl-7-(1-((2,4-diaminopyrimidin-5-yl)methyl)indolin-5-yl)-6,8-difluoro-4-oxo-1,4-dihydroquinoline-3-carboxylate 2-hydroxy-5-sulfobenzoate